C(C1=CC=CC=C1)N1CCC(CC1)(C#N)CCCCCC(=O)OC methyl 6-(1-benzyl-4-cyanopiperidin-4-yl)hexanoate